6-Cyclopropoxy-2-((1r,4r)-4-(2-hydroxyethyl)cyclohexyl)-N-(imidazo[1,2-b]pyridazin-3-yl)-2H-indazole-5-carboxamide C1(CC1)OC=1C(=CC2=CN(N=C2C1)C1CCC(CC1)CCO)C(=O)NC1=CN=C2N1N=CC=C2